C1(=CC(=CC=C1)C[C@@H]1N(CCC[C@@H]1NS(=O)(=O)C)C(=O)OCC(C)C)C1=CC=CC=C1 isobutyl cis-2-(biphenyl-3-ylmethyl)-3-((methylsulfonyl)amino)piperidine-1-carboxylate